(((9H-fluoren-9-yl)methoxy)carbonyl)glycylglycylglycylglycylglycylglycyl-L-serylglycylglycylglycylglycyl-L-serylglycylglycylglycylglycyl-L-seryl-L-lysine C1=CC=CC=2C3=CC=CC=C3C(C12)COC(=O)NCC(=O)NCC(=O)NCC(=O)NCC(=O)NCC(=O)NCC(=O)N[C@@H](CO)C(=O)NCC(=O)NCC(=O)NCC(=O)NCC(=O)N[C@@H](CO)C(=O)NCC(=O)NCC(=O)NCC(=O)NCC(=O)N[C@@H](CO)C(=O)N[C@@H](CCCCN)C(=O)O